C(C)(C)(C)OC(=O)N1CC2=CC=C(C=C2C1)N1CCC2(CC2)CC1 5-(6-azaspiro[2.5]octane-6-yl)isoindoline-2-carboxylic acid tert-butyl ester